C(C)N=S(C(F)(F)F)(=O)C=1C=CC2=C(N=C(O2)C2=NC=C(C=C2S(=O)(=O)CC)OC2=NC=CC=C2)C1 ethylimino-[2-[3-ethylsulfonyl-5-(2-pyridyloxy)-2-pyridyl]-1,3-benzoxazol-5-yl]-oxo-(trifluoromethyl)-lambda6-sulfane